3-((6-(5-Bromo-1H-pyrazol-4-yl)-1-oxoisoquinolin-2(1H)-yl)methyl)-N-(methyl-d3)benzamide BrC1=C(C=NN1)C=1C=C2C=CN(C(C2=CC1)=O)CC=1C=C(C(=O)NC([2H])([2H])[2H])C=CC1